ClC=1C=C(N(C(NCC=2C=C3CN(C(C3=CC2)=O)C2C(NC(CC2)=O)=O)=O)CC(C(=O)O)=C)C=CC1C(F)(F)F 2-[[3-chloro-N-[[2-(2,6-dioxo-3-piperidyl)-1-oxo-isoindolin-5-yl]methylcarbamoyl]-4-(trifluoromethyl)anilino]methyl]prop-2-enoic acid